C1(CC1)C1=CC(=CC(=N1)NC(=O)[C@]12[C@H]3C[C@@H]([C@@H]([C@@]2(C1)C=1C(=NN(C1)C)C(F)(F)F)O3)O)C(F)(F)F |r| rac-(1r,2r,4s,5r,6s)-N-(6-cyclopropyl-4-(trifluoromethyl)pyridin-2-yl)-6-hydroxy-4-(1-methyl-3-(trifluoromethyl)-1H-pyrazol-4-yl)-8-oxatricyclo[3.2.1.02,4]octane-2-carboxamide